1-[4-(2,3-dimethylphenyl)piperazin-1-yl]-2-{(3bR,4aR)-3-[(3S)-3-(methylamino)piperidine-1-carbonyl]-3b,4,4a,5-tetrahydro-1H-cyclopropa[3,4]cyclopenta[1,2-c]pyrazol-1-yl}ethan-1-one CC1=C(C=CC=C1C)N1CCN(CC1)C(CN1N=C(C2=C1C[C@@H]1[C@H]2C1)C(=O)N1C[C@H](CCC1)NC)=O